(2R)-N-((R or S)-(3,4-dichlorophenyl)(2-(trifluoromethyl)pyrimidin-5-yl)methyl)-2-methyl-3-oxopiperazine-1-carboxamide ClC=1C=C(C=CC1Cl)[C@@H](NC(=O)N1[C@@H](C(NCC1)=O)C)C=1C=NC(=NC1)C(F)(F)F |o1:8|